2-(benzyloxy)-4-bromo-6-nitroaniline C(C1=CC=CC=C1)OC1=C(N)C(=CC(=C1)Br)[N+](=O)[O-]